1-methyl-2H-pyrrolium hexachloroantimonate Cl[Sb-](Cl)(Cl)(Cl)(Cl)Cl.C[N+]=1CC=CC1